lauroylsarcosin sodium [Na].C(CCCCCCCCCCC)(=O)N(C)CC(=O)O